DL-Lactic acid sodium salt [Na+].C(C(O)C)(=O)[O-]